oleyl-2-hexyldecanol C(CCCCCCC\C=C/CCCCCCCC)C(C(CCCCCCCC)CCCCCC)O